(E)-3-(3-methoxy-4-methylphenyl)acrylic acid ethyl ester C(C)OC(\C=C\C1=CC(=C(C=C1)C)OC)=O